OC1=C(C(=CC(=C1CN(C(OCC(C)(C)C)=O)C)CCCCC)O)C1C(CCC(=C1)C)C(=C)C neopentyl ((2,6-dihydroxy-5'-methyl-4-pentyl-2'-(prop-1-en-2-yl)-1',2',3',4'-tetrahydro-[1,1'-biphenyl]-3-yl)methyl)(methyl)carbamate